1-di-n-propylamino-3,4-dimethylenehex-5-ene C(CC)N(CCC(C(C=C)=C)=C)CCC